C[SiH](OCC(C)O[SiH](C)C)C 1,2-bis(dimethylsilyloxy)propane